C(C)(C)(C)OC(NC(CC1=C(C(=C2C(=NC=NN21)N)C=2C=NC1=CC=CC=C1C2)Br)C=C)=O (1-(4-amino-6-bromo-5-(quinolin-3-yl)pyrrolo[2,1-f][1,2,4]triazin-7-yl)but-3-en-2-yl)carbamic acid tert-butyl ester